COC[C@@](CC=C)(S(=O)(=O)N)C (R)-1-METHOXY-2-METHYLPENT-4-ENE-2-SULFONAMIDE